C1(CC1)N1N=NC(=C1)C(=O)NC(C)C=1SC(=NN1)C1=CC=CC=C1 1-cyclopropyl-N-(1-(5-phenyl-1,3,4-thiadiazol-2-yl)ethyl)-1H-1,2,3-triazole-4-carboxamide